5-(6-azaspiro[3.4]octan-6-yl)-2-[[2-[(cyclobutylmethylamino)methyl]-1H-indol-6-yl]methyl]-2,7-naphthyridin-1-one C1CCC12CN(CC2)C2=C1C=CN(C(C1=CN=C2)=O)CC2=CC=C1C=C(NC1=C2)CNCC2CCC2